C1(=CC=CC=C1)N1C2=CC=C(C=C2C=2C=C(C=CC12)C1=CC=C(C=C1)O)C1=CC=C(C=C1)O N-phenyl-3,6-bis(4-hydroxyphenyl)-carbazole